(R)-3-(4-fluoro-3-methylphenyl)-1-(8-fluoro-6-oxo-1,4,5,6-tetrahydro-2H-pyrano[3,4-c]isoquinolin-1-yl)-1-methylurea FC1=C(C=C(C=C1)NC(N(C)[C@H]1COCC=2NC(C=3C=C(C=CC3C21)F)=O)=O)C